3-(2-bromo-5-nitro-4-pyridinyl)-2-oxo-propionic acid ethyl ester C(C)OC(C(CC1=CC(=NC=C1[N+](=O)[O-])Br)=O)=O